3-(6-((3-Fluoro-5-(1-methyl-1H-pyrazol-4-yl)benzyl)carbamoyl)-7H-purin-8-yl)pyrrolidine-1-carboxylic acid benzyl ester C(C1=CC=CC=C1)OC(=O)N1CC(CC1)C1=NC2=NC=NC(=C2N1)C(NCC1=CC(=CC(=C1)C=1C=NN(C1)C)F)=O